6-fluoro-N-(1-methylpiperidin-4-yl)-2-[[4-(2-methylpropyloxy)phenyl]methyl]-3-oxoimidazo[1,5-a]pyridine-8-carboxamide FC=1C=C(C=2N(C1)C(N(C2)CC2=CC=C(C=C2)OCC(C)C)=O)C(=O)NC2CCN(CC2)C